ethyl (5-(3-(5-(pentane-3-ylcarbamoyl) oxazol-2-yl) phenyl)-1H-pyrazole-3-carbonyl)-L-leucineate CCC(CC)NC(=O)C1=CN=C(O1)C=1C=C(C=CC1)C1=CC(=NN1)C(=O)N[C@@H](CC(C)C)C(=O)OCC